Fmoc-(3-aminomethylphenyl)acetic acid C(=O)(OCC1C2=CC=CC=C2C2=CC=CC=C12)C(C(=O)O)C1=CC(=CC=C1)CN